CC1(CN(C1)CC(=O)NC=1C=C(C(=NC1)C)C=1N2C(SC1C=1C=NN(C1)CC(=O)NC)=C(C=N2)C(=O)N)C (5-(2-(3,3-dimethylazetidin-1-yl)acetamido)-2-methylpyridin-3-yl)-2-(1-(2-(methylamino)-2-oxoethyl)-1H-pyrazol-4-yl)pyrazolo[5,1-b]thiazole-7-carboxamide